CP(OC1=C(C(=CC(=C1)CCCCC)OP(OCCC)(=O)C)C1C(CCC(=C1)C)C(=C)C)(OCCC)=O 5'-methyl-4-pentyl-2'-(prop-1-en-2-yl)-1',2',3',4'-tetrahydro-[1,1'-biphenyl]-2,6-diyl dipropyl bis(methylphosphonate)